FC1=CC(=CC(=C1)C=CC1=CC=CC=C1)OC 1-Fluoro-3-methoxy-5-styrylbenzene